FC(CN[C@H]1CN(CCC1)C(C)=O)(F)F (R)-1-(3-((2,2,2-trifluoroethyl)amino)piperidin-1-yl)ethan-1-one